O=C1C(=CNC2=CC=CC=C12)C(=O)O[C@@H]1[C@H]([C@@H]([C@@H](O)O[C@H]1CO)O)O β-L-glucose 4-oxo-1,4-dihydroquinoline-3-carboxylate